F\C(=C/C1=CC=C(C(=C1N1CC2(CCC1)CCN(CC2)C(=O)OC(C)(C)C)C(F)(F)F)OCC[Si](C)(C)C)\C2=NC(=CN=C2)C2=CN=NC=C2 tert-butyl (Z)-2-(6-(2-fluoro-2-(6-(pyridazin-4-yl)pyrazin-2-yl)vinyl)-2-(trifluoromethyl)-3-(2-(trimethylsilyl)ethoxy)phenyl)-2,9-diazaspiro[5.5]undecane-9-carboxylate